O[C@@]1([C@@H](CC[C@H](C1)C)C(C)C)C(=O)NCCCC1=CC=C(C=C1)O (1s,2s,5r)-1-hydroxy-N-[3-(4-hydroxyphenyl)propyl]-2-isopropyl-5-methyl-cyclohexanecarboxamide